C1(CCCC1)N1C=2C3=C(NN=C3CCC1)C=CN2 6-cyclopentyl-6,7,8,9-tetrahydro-2H-1,2,5,6-tetraazabenzo[cd]azulene